NC(CNC(OC(C)(C)C)=O)C1=C(C=C(C=C1)OC(F)F)F tert-butyl (2-amino-2-(4-(difluoromethoxy)-2-fluorophenyl)ethyl)carbamate